1,5-Pentandiamin C(CCCCN)N